2-[2-chloro-4-(trifluoromethoxy)phenoxy]-5-(trifluoromethyl)pyridine-3-carboxylic acid ClC1=C(OC2=NC=C(C=C2C(=O)O)C(F)(F)F)C=CC(=C1)OC(F)(F)F